BrC1=CC(=C2N1C=NC(=C2)C)C(=O)NCC2=C(C=C(C=C2)OC)OC 7-bromo-N-[(2,4-dimethoxyphenyl)methyl]-3-methyl-pyrrolo[1,2-c]pyrimidine-5-carboxamide